O[C@H]1C[C@H]2C[C@H]([C@H]3[C@@H]4CC[C@H]([C@@H](CCC(=O)O)C)[C@]4(CC[C@@H]3[C@]2(CC1)C)C)O 3a,7a-dihydroxyl-5beta-cholanic acid